5-[3-(1-methyl-1H-tetrazol-5-yl)phenyl]-1H-naphtho[1,2-b][1,4]diazepine CN1N=NN=C1C=1C=C(C=CC1)N1C2=C(NCC=C1)C1=CC=CC=C1C=C2